C(=O)NCCN1N=NN=C1SC1=C(C(=O)OC)C=C(C=C1)[N+](=O)[O-] methyl 2-{[1-(2-formamidoethyl)-1H-1,2,3,4-tetrazol-5-yl]sulfanyl}-5-nitrobenzoate